triaminoammonium (4S,5R)-methyl-5-(2,4-dichlorophenyl)-2,2-dimethyl-1,3-dioxolane-4-carboxylate COC(=O)[C@H]1OC(O[C@@H]1C1=C(C=C(C=C1)Cl)Cl)(C)C.N[NH+](N)N